ClC(CN(C1(CC1)CC#N)CC1=CC(=C(C=C1)C)C)C=1C=NC=C(C1)Cl 2-(1-((2-chloro-2-(5-chloropyridin-3-yl)ethyl)(3,4-dimethylbenzyl)amino)cyclopropyl)acetonitrile